F[C@H]1C[C@@H](N(C1)C)COC=1C=CC(=C(C(=O)NC2(CC2)C2=CC(=CC3=CC=CC=C23)OC)C1)C 5-(((2R,4S)-4-Fluoro-1-methylpyrrolidin-2-yl)methoxy)-N-(1-(3-methoxynaphthalen-1-yl)cyclopropyl)-2-methylbenzamide